CC1(C2=CC(=CC=C2NC12C=NC1=C(O2)C=CC2=CC=CC=C21)Cl)C 3,3-dimethyl-5-chlorospiro[indoline-2,3'-[3H]naphtho[2,1-b](1,4)oxazine]